C(C1=CC=CC=C1)O[C@@H](CCOCCOC1OCCCC1)C 2-[2-[(3R)-3-benzyloxybutoxy]ethoxy]tetrahydropyran